bis(2-hydroxypropyl)-1,3-propanediamine OC(CC(CN)(CN)CC(C)O)C